ClC=1C=C(C=CC1C(=O)N1CCC(CC1)CCNC)NC(=O)C=1N(C(=CN1)C1=C(C(=C(C=C1)OC)F)F)C N-[3-chloro-4-[4-[2-(methylamino)ethyl]piperidine-1-carbonyl]phenyl]-5-(2,3-difluoro-4-methoxy-phenyl)-1-methyl-imidazole-2-carboxamide